NCCNCCC[Si](O)(O)C N-(beta-aminoethyl)-gamma-aminopropylmethyldihydroxysilane